3-bromo-5-chloro-N-(3-methoxy-2,6-dimethyl-phenyl)pyridin-2-amine BrC=1C(=NC=C(C1)Cl)NC1=C(C(=CC=C1C)OC)C